OC[C@@H]1N(CCN(C1)C1=C2C(=NC=C1)N(CC2)C(NC2=CC=1C(N=C2OC)=NN(C1)C)=O)C(=O)OC(C)(C)C tert-butyl (R)-2-(hydroxymethyl)-4-(1-((6-methoxy-2-methyl-2H-pyrazolo[3,4-b]pyridin-5-yl)carbamoyl)-2,3-dihydro-1H-pyrrolo[2,3-b]pyridin-4-yl)piperazine-1-carboxylate